FC(OC=1C=CC(=NC1)N1CC[C@@H]2CN(CC[C@@H]21)C=2C1=C(N(C(C2C#N)=O)C)SC(=N1)C)(F)F 7-[(3aR,7aS)-1-[5-(trifluoromethoxy)pyridin-2-yl]-octahydro-1H-pyrrolo[3,2-c]pyridin-5-yl]-2,4-dimethyl-5-oxo-4H,5H-[1,3]thiazolo[5,4-b]pyridine-6-carbonitrile